C(OC1=C(C=C(C(=C1)SCCC(F)(F)F)OC([2H])([2H])[2H])CCN)([2H])([2H])[2H] 2-(2,5-bis(methoxy-d3)-4-((3,3,3-trifluoropropyl)thio)phenyl)ethan-1-amine